CC1=NN(C(=C1)C)CC1=CC=C(C=N1)C1=NOC(=N1)C(F)(F)F 3-[6-[(3,5-dimethylpyrazol-1-yl)methyl]-3-pyridyl]-5-(trifluoromethyl)-1,2,4-oxadiazole